trideca-1,5,11-trien-7,9-diyne-3,4-DIYL DIACETATE C(C)(=O)OC(C=C)C(C=CC#CC#CC=CC)OC(C)=O